N-(3-cyano-4-fluorophenyl)-5-(2-(((1s,4s)-4-hydroxycyclohexyl)amino)-2-oxoacetyl)-1,2,4-trimethyl-1H-pyrrole-3-carboxamide C(#N)C=1C=C(C=CC1F)NC(=O)C1=C(N(C(=C1C)C(C(=O)NC1CCC(CC1)O)=O)C)C